ClC=1C=C(C=CC1F)NC1=NC=CC2=CC(=C(C=C12)[N+](=O)[O-])F N-(3-chloro-4-fluorophenyl)-6-fluoro-7-nitroisoquinolin-1-amine